C1(CC1)C(=O)NC1=CC(=C(N=N1)C(=O)NC([2H])([2H])[2H])NC1=CC=CC=2C3=C(CN(C12)C)SC(=N3)C 6-(cyclopropanecarboxamido)-4-((2,5-dimethyl-4,5-dihydrothiazolo[5,4-c]quinolin-6-yl)amino)-N-(methyl-d3)pyridazine-3-carboxamide